BrC1=C2C(C=CN(C2=C(C=C1)Br)C)P(OC)(OC)=O Dimethyl (5,8-dibromo-1-methyl-1,4-dihydroquinolin-4-yl)phosphonate